C(C1=CC=CC=C1)N1[C@H]2C(N(C[C@@H]1CC2)C(=O)OC(C)(C)C)CC=O tert-butyl (1R,5S)-8-benzyl-2-(2-oxoethyl)-3,8-diazabicyclo-[3.2.1]octane-3-carboxylate